NC1=C(C=2C(=NC=C(N2)C2=CC(=NC=C2)C(F)(F)F)N1C1=C(C(=CC=C1C)O)C)C(=O)N 6-amino-5-(3-hydroxy-2,6-dimethyl-phenyl)-2-[2-(trifluoromethyl)-4-pyridinyl]pyrrolo[2,3-b]pyrazine-7-carboxamide